C(C)(C)(C)C1=CC=C(C=C1)C(CC1(OCCC1)C1=CC=CC=C1)=O 1-(4-tert-butylphenyl)-2-(2-phenyltetrahydrofuran-2-yl)ethan-1-one